methyl 6-(2-(difluoromethyl)-5-methoxypyridin-4-yl)-[1,2,4]triazolo[1,5-a]pyridine-7-carboxylate FC(C1=NC=C(C(=C1)C=1C(=CC=2N(C1)N=CN2)C(=O)OC)OC)F